4-(2-(2,4-difluorophenoxy)-5-(2-hydroxypropan-2-yl)phenyl)-2-(3,3-difluoropyrrolidine-1-carbonyl)-6-methylthieno[2,3-c]pyridin-7(6H)-one FC1=C(OC2=C(C=C(C=C2)C(C)(C)O)C=2C3=C(C(N(C2)C)=O)SC(=C3)C(=O)N3CC(CC3)(F)F)C=CC(=C1)F